C(C)(C)(C)OC(=O)N[C@H](C(=O)O[C@@H]1[C@H](O[C@@]([C@@H]1O)(C#N)C1=CC=C2C(=NC=NN21)N)COC(CC2=CC=CC=C2)=O)C(C)(C)C (2R,3S,4R,5R)-5-(4-aminopyrrolo[2,1-f][1,2,4]triazin-7-yl)-5-cyano-4-hydroxy-2-((2-phenylacetoxy)methyl)tetrahydrofuran-3-yl (S)-2-((tert-butoxycarbonyl)amino)-3,3-dimethylbutanoate